S1CCN(CC1)CCCC(=O)N 4-thiomorpholinobutanamide